N[C@H](CCN1CCC(CC1)O)C1=CC=C(C=C1)C=1C=C(C(NC1)=O)F (R)-5-(4-(1-amino-3-(4-hydroxypiperidin-1-yl)propyl)phenyl)-3-fluoropyridin-2(1H)-one